5-(4-cyclopropyl-6-methoxy-pyrimidin-5-yl)-2-isopropyl-3-[[4-[1-methyl-4-(trifluoromethyl)imidazol-2-yl]phenyl]methyl]pyrazolo[4,3-d]pyrimidine C1(CC1)C1=NC=NC(=C1C=1N=CC=2C(N1)=C(N(N2)C(C)C)CC2=CC=C(C=C2)C=2N(C=C(N2)C(F)(F)F)C)OC